NC1=C(N=CN1[C@@H]1O[C@@H]([C@H]([C@H]1O)O)CO)C(=O)N 5-amino-1-((2R,3R,4S,5R)-3,4-dihydroxy-5-(hydroxymethyl)tetrahydrofuran-2-yl)-1H-imidazole-4-carboxamide